N-(4-(azepan-1-ylsulfonyl)-3-methylphenyl)-2-(4,5-dichloro-6-oxopyridazin-1(6H)-yl)acetamide N1(CCCCCC1)S(=O)(=O)C1=C(C=C(C=C1)NC(CN1N=CC(=C(C1=O)Cl)Cl)=O)C